N(=[N+]=[N-])C1=C(C(=O)N[C@@H](C)C(=O)O)C=CC=C1 N-(2-azidobenzoyl)-L-alanine